3-(4-(3,3-difluorocyclobutyl)phenyl)-1-((2-(isopropylamino)pyridin-4-yl)methyl)-5,5-dimethylimidazolidine-2,4-dione FC1(CC(C1)C1=CC=C(C=C1)N1C(N(C(C1=O)(C)C)CC1=CC(=NC=C1)NC(C)C)=O)F